COC(C1CCC(CC1)OC1CCN(CC1)C=1C=CC(=C(N)C1)[N+](=O)[O-])OC 5-(4-(((1r,4r)-4-(dimethoxymethyl)cyclohexyl)oxy)piperidin-1-yl)-2-nitroaniline